O=C1NC(CCC1N1C(C2=CC=CC(=C2C1=O)C#CCOCCOCCOCCOCCNC(OC(C)(C)C)=O)=O)=O tert-butyl N-[2-[2-[2-[2-[3-[2-(2,6-dioxo-3-piperidyl)-1,3-dioxo-isoindolin-4-yl]prop-2-ynoxy]ethoxy]ethoxy]ethoxy]ethyl]carbamate